[Eu+3].N1=CC=CC2=CC=C3C=CC=NC3=C12 (Monophenanthroline) europium (III)